ditertbutyl 3-chloro-7,8-dihydro-5H-pyrido[3',4':4,5]pyrrolo[2,3-c]pyridazine-6,9-dicarboxylate ClC1=CC2=C(N=N1)N(C1=C2CN(CC1)C(=O)OC(C)(C)C)C(=O)OC(C)(C)C